C(CCCC)NCCO 2-(n-amyl-amino)ethanol